5-bromo-2-(rac-(3S,4S)-1,4-dimethylpyrrolidin-3-yl)benzo[d]thiazole BrC=1C=CC2=C(N=C(S2)[C@@H]2CN(C[C@H]2C)C)C1 |r|